ClC1=C2C3=C(N=CN=C3C(=C1C=1C(=CC=C3CNC(C13)=O)C)F)N1[C@H](CO2)CNCC1 7-[(8aS)-6-Chloro-4-fluoro-8,8a,9,10,11,12-hexahydropyrazino[2',1':3,4][1,4]oxazepino[5,6,7-de]quinazolin-5-yl]-6-methyl-2,3-dihydro-1H-isoindol-1-one